[N-]=C=O.[N-]=C=O.CC1=CC=CC=C1 toluen diisocyanate